3-(4-(4-cyano-3-fluorophenyl)-6-(methylamino)-2-(methylsulfanyl)pyrimidin-5-yl)acrylic acid ethyl ester C(C)OC(C=CC=1C(=NC(=NC1NC)SC)C1=CC(=C(C=C1)C#N)F)=O